ClC1=NC=CC(=C1)C1=CC=C(C=C1)OC 2-chloro-4-(4-methoxyphenyl)pyridine